BrC=1C(=CC(=NC1)NC(=O)C1=CC=C(C=C1)C1=C(C=C(C=C1)C1=NOC(=N1)C)OC)OCCN(C)C N-(5-bromo-4-(2-(dimethylamino)ethoxy)pyridin-2-yl)-2'-methoxy-4'-(5-methyl-1,2,4-oxadiazol-3-yl)-[1,1'-biphenyl]-4-carboxamide